3-(6-(Bromomethyl)-5-fluoropyridazin-4-yl)piperidine-2,6-dione BrCC1=C(C(=CN=N1)C1C(NC(CC1)=O)=O)F